3'-chloro-6-methylbiphenyl-3-carbaldehyde ClC=1C=C(C=CC1)C1=CC(=CC=C1C)C=O